FC(OC1=C(C=C(C=C1)S(=O)(=O)C(CO)C)C1=NN(C=C1NC(=O)C=1C=NN2C1N=CC=C2)C)F N-(3-(2-(difluoromethoxy)-5-((1-hydroxypropan-2-yl)sulfonyl)phenyl)-1-methyl-1H-pyrazol-4-yl)pyrazolo[1,5-a]pyrimidine-3-carboxamide